1-methyl-3-{2-[(3-methylphenyl)amino]pyrimidin-4-yl}-N-[(2S)-3-methyl-1-(pyrrolidin-1-yl)butan-2-yl]-1H-pyrazole-5-carboxamide CN1N=C(C=C1C(=O)N[C@H](CN1CCCC1)C(C)C)C1=NC(=NC=C1)NC1=CC(=CC=C1)C